CC(CC(N)NCCO)(C)C trimethyl-N'-(2-hydroxyethyl)propanediamine